Tert-butyl (S)-((6-bromopyridazin-3-yl)methyl)(1-cyclopropyl-2-methoxyethyl)carbamate BrC1=CC=C(N=N1)CN(C(OC(C)(C)C)=O)[C@H](COC)C1CC1